BrC1=C2CCCN(C2=CC=C1)C1=NC=2N(C3=CC(=C(C=C13)F)N)C=NN2 5-(5-bromo-3,4-dihydroquinolin-1(2H)-yl)-7-fluoro-[1,2,4]Triazolo[4,3-a]Quinazolin-8-amine